4-amino-5H-pyrrolo[3,2-d]pyrimidin NC=1C2=C(N=CN1)C=CN2